5-Methyl-2-(1-methyl-1H-imidazol-2-yl)-6-(1-methyl-1H-pyrazol-3-yl)-N-(5-methylpyridin-2-yl)pyrrolo[2,1-f][1,2,4]triazin-4-amine CC=1C(=CN2N=C(N=C(C21)NC2=NC=C(C=C2)C)C=2N(C=CN2)C)C2=NN(C=C2)C